(3S,6S)-3-(tert-Butoxymethyl)-1,4,6-trimethylpiperazine-2,5-dione C(C)(C)(C)OC[C@H]1C(N([C@H](C(N1C)=O)C)C)=O